bis-[N-(3-tert-butyl-o-hydroxyphenylmethylene)cyclohexylamine] zirconium dichloride [Cl-].[Cl-].[Zr+2].C(C)(C)(C)C=1C(=C(C=CC1)C=NC1CCCCC1)O.C(C)(C)(C)C=1C(=C(C=CC1)C=NC1CCCCC1)O